ClC=1C=CC=C2C(=C(C(=NC12)C(F)(F)F)C#CC1=CC=CC=C1)C1=CC=CC=C1 8-Chloro-4-phenyl-3-(phenylethynyl)-2-(trifluoromethyl)quinoline